8-Phenyl-guanosine C1(=CC=CC=C1)C=1N([C@H]2[C@H](O)[C@H](O)[C@@H](CO)O2)C=2N=C(NC(C2N1)=O)N